BrCCCCN1C2=CC(=CC=C2C=2C=CC(=CC12)Br)Br 9-(4-Bromobutyl)-2,7-dibromo-9H-carbazole